N1(CCCC2=CC=CC=C12)S(=O)(=O)C1=CC=C(C(=O)NC2=CC=NC=C2)C=C1 4-(3,4-dihydroquinolin-1(2H)-ylsulfonyl)-N-(pyridin-4-yl)benzamide